tert-butyl (S)-3-((cyclohexylmethyl)amino)piperidine-1-carboxylate C1(CCCCC1)CN[C@@H]1CN(CCC1)C(=O)OC(C)(C)C